ClC=1C(=NC=C(C1)OCCOC)N1CCN(CC1)CCN(C1=CC=2N(C(=N1)N)N=C(N2)C=2OC=CN2)C N7-(2-(4-(3-chloro-5-(2-methoxyethoxy)pyridin-2-yl)piperazin-1-yl)ethyl)-N7-methyl-2-(oxazol-2-yl)-[1,2,4]triazolo[1,5-c]pyrimidine-5,7-diamine